18-methoxy-18-oxooctadecanoic acid COC(CCCCCCCCCCCCCCCCC(=O)O)=O